((2R,3S,4S,5R,6R)-3,4,5-trihydroxy-6-(((R)-5-oxotetrahydrofuran-3-yl)oxy)tetrahydro-2H-pyran-2-yl)methyl (E)-3-(4-bromophenyl)acrylate BrC1=CC=C(C=C1)/C=C/C(=O)OC[C@H]1O[C@H]([C@@H]([C@H]([C@@H]1O)O)O)O[C@H]1COC(C1)=O